C(\C=C\C1=CC=C(C=C1)O)O trans-p-coumaryl alcohol